FC(CN1C(=NC2=NC=C(C=C21)C=2C=CN1N=C(N=CC12)NCC1(CCC1)F)C)F 5-(1-(2,2-difluoroethyl)-2-methyl-1H-imidazo[4,5-b]pyridin-6-yl)-N-((1-fluorocyclobutyl)methyl)pyrrolo[2,1-f][1,2,4]triazin-2-amine